FC1=CC=C(C=C1)NC[C@@H](CCSC)N (R)-N1-(4-fluorophenyl)-4-(methylthio)butane-1,2-diamine